C(#N)C(=C(OC)C1=CC=C(C=C1)C(C(=O)OC)C)C#N methyl 2-[4-(2,2-dicyano-1-methoxyeth-1-en-1-yl)phenyl]propanoate